Bis(2,2,2-trifluoroethyl)N,N-diisopropylamide FC(CCC(C)([N-]C(C)C)CC(F)(F)F)(F)F